1'-[trans-4-(pyridin-2-yloxy)cyclohexyl]-4'H,6'H-spiro[1,3-dioxolane-2,5-[1,2,4]triazolo[4,3-a][1]benzazepin]-8'-carbonitrile N1=C(C=CC=C1)O[C@@H]1CC[C@H](CC1)C1=NN=C2N1C1=C(CC3(C2)OCCO3)C=C(C=C1)C#N